12(S)-hydroxyheptadeca-5Z,8E,10E-trienoic acid O[C@H](/C=C/C=C/C\C=C/CCCC(=O)O)CCCCC